6-(3-chloro-4-{[(1S*,2R*)-2-(hydroxymethyl)cyclopropyl]methoxy}-5-methylphenyl)-5-methyl-4,5-dihydro-2H-pyridazin-3-one ClC=1C=C(C=C(C1OC[C@@H]1[C@@H](C1)CO)C)C=1C(CC(NN1)=O)C |o1:9,10|